4-(4-(benzo[d]thiazol-5-ylamino)thieno[2,3-b]pyridin-2-yl)-7-oxa-1-aza-spiro[4.4]nonane-1-carboxylic acid benzyl ester C(C1=CC=CC=C1)OC(=O)N1CCC(C12COCC2)C2=CC=1C(=NC=CC1NC=1C=CC3=C(N=CS3)C1)S2